(2-((tert-butoxycarbonyl)amino)ethyl)trifluoroborate C(C)(C)(C)OC(=O)NCC[B-](F)(F)F